C(C=C)(=O)N1C[C@@H]2COC3=C(C(N2CC1)=O)C(=NC(=C3Cl)C3=C(C=CC=C3O)Cl)N3[C@H](CN(CC3)C)C (3S,6aR)-8-acryloyl-4-chloro-3-(2-chloro-6-hydroxyphenyl)-1-((S)-2,4-dimethylpiperazin-1-yl)-6,6a,7,8,9,10-hexahydro-12H-pyrazino[2,1-c]pyrido[3,4-f][1,4]oxazepin-12-one